ClC1=NC=C(C(=N1)C1=CC(=C2N=CC(N(C2=C1)C(C)C)=O)F)F 7-(2-Chloro-5-fluoropyrimidin-4-yl)-5-fluoro-1-isopropylquinoxalin-2(1H)-one